C(C)(C)(C)OC(=O)N1C[C@@H](OCC1)COC=1C=C(C(=C(C(=O)[O-])C1)F)C=1SC(=CN1)CC.[Li+] lithium (R)-5-((4-(tert-butoxycarbonyl) morpholin-2-yl) methoxy)-3-(5-ethylthiazol-2-yl)-2-fluorobenzoate